C(C(C)C)[C@H]1[C@@H](C[C@H]2N(CCC3=CC(=C(C=C23)OC)OC)C1)OC(C(C(C)C)N)=O 2-amino-3-methyl-butyric acid (2R,3R,11bR)-3-isobutyl-9,10-dimethoxy-1,3,4,6,7,11b-hexahydro-2H-pyrido[2,1-a]isoquinolin-2-yl ester